hexamethylenediamine monopropanesulfonate C(CC)S(=O)(=O)O.NCCCCCCN